2'-(1H-tetrazole-5-yl)[1,1'-biphenyl] N1N=NN=C1C1=C(C=CC=C1)C1=CC=CC=C1